5-(2-((S)-1-amino-5-fluoro-2,3-dihydro-1H-inden-1-yl)ethyl)-1-(tetrahydro-2H-pyran-4-yl)pyrimidine-2,4,6(1H,3H,5H)-trione hydrochloride Cl.N[C@]1(CCC2=CC(=CC=C12)F)CCC1C(NC(N(C1=O)C1CCOCC1)=O)=O